tert-Butyl {(3R,4R,5S)-1-[3-({[6-(2,6-difluorophenyl)-5-fluoropyridin-2-yl]carbonyl}amino)-6,7-dihydro-5H-cyclopenta[b]pyridin-4-yl]-4-hydroxy-5-methylpiperidin-3-yl}carbamate FC1=C(C(=CC=C1)F)C1=C(C=CC(=N1)C(=O)NC=1C(=C2C(=NC1)CCC2)N2C[C@H]([C@@H]([C@H](C2)C)O)NC(OC(C)(C)C)=O)F